C(C)(C)(C)OC(=O)N[C@H](C(=O)OCN1C(CCCC1=O)=O)C(C)C 2,6-dioxopiperidin-1-ylmethyl (S)-2-tert-butoxycarbonylamino-3-methylbutyrate